C(=O)O.NCCOCCNC(C1=C(C=C(C=C1)NC=1C=2N(C=CN1)C(=CN2)C2=C(C(=C(C=C2)OC)F)F)Br)=O N-[2-(2-aminoethoxy)ethyl]-2-bromo-4-[[3-(2,3-difluoro-4-methoxy-phenyl)imidazo[1,2-a]pyrazin-8-yl]amino]benzamide formate